COC(C1=CC(=CC=C1)SC1=CC=C(C(=O)OC)C=C1)=O dimethyl-3,4'-thiodibenzoate